BrCC1=C(C(=O)OC(C)(C)C)C(=CC(=C1)C(=O)OC(C)(C)C)C1CCC(CC1)(F)F di-tert-butyl 2-(bromomethyl)-6-(4,4-difluorocyclohexyl)terephthalate